N[C@@H]1C(N(C2=C(OC1)C=CC=C2)C)=O (S)-3-amino-5-methyl-2,3-dihydrobenzo[b][1,4]oxazepin-4(5H)-one